COC(=O)C=1N(C2=CC(=CC=C2C1)CN=[N+]=[N-])C(=O)OC(C)(C)C 6-(azidomethyl)-1H-indole-1,2-dicarboxylic acid 1-(tert-butyl) 2-methyl ester